tert-butyl-(((1R,2S)-2-isothiocyanatopentyl)oxy)diphenylsilane C(C)(C)(C)[Si](C1=CC=CC=C1)(C1=CC=CC=C1)OC[C@H](CCC)N=C=S